NC1=C2C(=NC=N1)N(N=C2C)C(C)C=2C(=C(C(=C(C2)Cl)C)C=2C=NN(C2)CCO)OC 2-(4-(3-(1-(4-Amino-3-methyl-1H-pyrazolo[3,4-d]pyrimidin-1-yl)ethyl)-5-chloro-2-methoxy-6-methylphenyl)-1H-pyrazol-1-yl)ethanol